OC1=C2C(C(=COC2=C(C(=C1)O)CN1CC(C1)O)C1=CC=C(C=C1)OC)=O 5,7-dihydroxy-8-[(3-hydroxyazetidin-1-yl)methyl]-3-(4-methoxyphenyl)-4H-chromen-4-one